FC(C1N(CCNC1)C(=O)N1N=C(C=C1)C)F (2-(difluoromethyl)piperazin-1-yl)(3-methyl-1H-pyrazol-1-yl)methanone